N(C(=O)C)C=1C=CC=2N(C1)C=C(N2)C2=CC(=NC=C2)C(=O)O 4-(6-Acetaminoimidazo[1,2-a]pyridin-2-yl)picolinic acid